C(C)OC(=O)C=1N=C(SC1)N1CC(N(CC1)C(=O)C1=CC=C2C(=N1)C(CN2C2=CC(=C(C=C2)Cl)F)(C)C)(C)C 2-(4-(1-(4-chloro-3-fluorophenyl)-3,3-dimethyl-2,3-dihydro-1H-pyrrolo[3,2-b]pyridine-5-carbonyl)-3,3-dimethylpiperazin-1-yl)thiazole-4-carboxylic acid ethyl ester